(R,Z)-2-methyl-N-(1-(3-(2-(trifluoromethyl)pyridin-4-yl)isoxazol-5-yl)ethylidene)propane-2-sulfinamide CC(C)(C)[S@@](=O)\N=C(\C)/C1=CC(=NO1)C1=CC(=NC=C1)C(F)(F)F